2-bromomethyl-undecanoate BrCC(C(=O)[O-])CCCCCCCCC